N1C(CCCC1)=O 2-(R)-piperidone